C(#N)[C@H]1N([C@H]2C[C@H]2C1)C(CC1=NC2=CC=C(C=C2C(=C1)C(=O)N)C(C)(C)O)=O (2-((1S,3S,5S)-3-cyano-2-azabicyclo[3.1.0]hex-2-yl)-2-oxoethyl)-6-(2-hydroxyprop-2-yl)quinoline-4-carboxamide